ClC=1C=C(C=CC1F)N1C(N(C(=C1C)C(=O)O)C)=O 1-(3-chloro-4-fluorophenyl)-3,5-dimethyl-2-oxo-2,3-dihydro-1H-imidazole-4-carboxylic acid